BrC1=NN2C(CN(C[C@H]2C)C(=O)OC(C)(C)C)=C1I |r| tert-butyl (7RS)-2-bromo-3-iodo-7-methyl-6,7-dihydropyrazolo[1,5-a]pyrazine-5(4H)-carboxylate